3-{2-[bis-(4-methoxybenzyl)amino]-4,6-dimethoxypyrimidin-5-yl}-propanol COC1=CC=C(CN(C2=NC(=C(C(=N2)OC)CCCO)OC)CC2=CC=C(C=C2)OC)C=C1